2-hydroxypropyl acrylate ((2-hydroxypropyl) acrylate) OC(CC(C(=O)O)=C)C.C(C=C)(=O)OCC(C)O